ethyl 2-[(1S,4S,5R)-5-[[5-cyclopropyl-3-(2,6-dichlorophenyl)-1,2-oxazol-4-yl]methoxy]-2-azabicyclo[2.2.1]heptan-2-yl]pyrimidine-5-carboxylate C1(CC1)C1=C(C(=NO1)C1=C(C=CC=C1Cl)Cl)CO[C@H]1[C@@H]2CN([C@H](C1)C2)C2=NC=C(C=N2)C(=O)OCC